ClC=1C(=NC=CC1C=1C(=C(C=CC1)NC(C1=NC=C(C=C1)CNCCO)=O)C)C1=CC(=C(C=C1)CNC[C@H]1NC(CC1)=O)Cl (S)-N-(3-(3-Chloro-2-(3-chloro-4-((((5-oxopyrrolidin-2-yl)methyl)amino)methyl)phenyl)pyridin-4-yl)-2-methylphenyl)-5-(((2-hydroxyethyl)amino)methyl)picolinamide